N1(C=NC=C1)CCC[Si](O[Si](OC)(OC)CCCN1C=NC=C1)(OC)OC 1,3-bis(3-(1H-imidazol-1-yl)propyl)-1,1,3,3-tetramethoxydisiloxane